ClC1=CC2=C(S1)[C@@]1(C[C@@H](N(CC1)C(C(F)(F)F)=O)C)OCC2 1-[(2'S,7R)-2-chloro-2'-methyl-spiro[4,5-dihydrothieno[2,3-c]pyran-7,4'-piperidine]-1'-yl]-2,2,2-trifluoro-ethanone